trifluoromethyl butyl phosphite P(OC(F)(F)F)(OCCCC)[O-]